NC1=C(C(=O)OC)C=C(C=C1)OCC1=CSC=C1 Methyl 2-amino-5-(thiophen-3-ylmethoxy)benzoate